COC=1C=C(C=CC1)[C@H](C)NC(=O)C1=CC=C2C=C(N(C2=C1)C)C (S)-N-(1-(3-methoxyphenyl)ethyl)-1,2-dimethyl-1H-indole-6-carboxamide